(4R)-ethyl-5-(3-amino-4-hydroxyphenyl)-4-((tert-butoxycarbonyl) amino)-2-methylvalerate C(C)OC(C(C[C@H](CC1=CC(=C(C=C1)O)N)NC(=O)OC(C)(C)C)C)=O